[4-[5-(4-fluorophenyl)-6-tetrahydropyran-4-yl-1H-pyrrolo[2,3-f]indazol-7-yl]phenyl]-methyl-phosphinic acid FC1=CC=C(C=C1)N1C(=C(C2=C1C=C1C=NNC1=C2)C2=CC=C(C=C2)P(O)(=O)C)C2CCOCC2